O1[C@@H](COCC1)CC1C(CC(N(C1)C(=O)OC(C)(C)C)=O)=O tert-butyl 5-(((R)-1,4-dioxan-2-yl) methyl)-2,4-dioxopiperidine-1-carboxylate